O=C1NC(CC[C@H]1N1CCOC2=C1C=CC=C2N2CCC(CC2)N(C(OC(C)(C)C)=O)C)=O tert-butyl N-[1-[4-[(3R)-2,6-dioxo-3-piperidyl]-2,3-dihydro-1,4-benzoxazin-8-yl]-4-piperidyl]-N-methyl-carbamate